[2-(2,4-difluoro-phenylamino)-5-methyl-pyrimidin-4-ylamino]-3H-benzooxazol-2-one FC1=C(C=CC(=C1)F)NC1=NC=C(C(=N1)NN1C(OC2=C1C=CC=C2)=O)C